CC(C(C(=O)O)NC(=O)C1=NN(C2=CC=CC=C12)CCCC=C)(C)C 3,3-dimethyl-2-[1-(4-penten-1-yl)-1H-indazole-3-carboxamido]butanoic acid